C(C)C1=C(C=CC(=C1)O)\N=C(/N)\C1=C(C=2N(N=C1)C=C(C2)C=2C=NN(C2)C)N[C@@H]2CC[C@H](CC2)NC(OC(C)(C)C)=O trans-tert-butyl N-[4-[[3-[(Z)-N'-(2-ethyl-4-hydroxy-phenyl)carbamimidoyl]-6-(1-methylpyrazol-4-yl)pyrrolo[1,2-b]pyridazin-4-yl]amino]cyclohexyl]carbamate